C(C)(C)(C)OC(=O)N1C(C(C1)O)CS(NCC1=C(C=C(C=C1)OC)OC)(=O)=O ((N-(2,4-dimethoxybenzyl)sulfamoyl)methyl)-3-hydroxyazetidine-1-carboxylic acid tert-butyl ester